1,6-diazaspiro[3.5]nonane-6-carboxylic acid tert-butyl ester C(C)(C)(C)OC(=O)N1CC2(CCN2)CCC1